C\C(=C/CC(C(=O)O)CC)\CCC=C(C)C.C(CCC)(=O)OC\C=C(/C)\CCC=C(C)C Geranyl butyrate ((E)-3,7-dimethylocta-2,6-dien-1-yl butanoate)